2-(4,4-difluoropiperidin-1-yl)-6-methylpyrimidin-4-yl-4-iodo-2-(6-azaspiro[2.5]oct-6-yl)benzamide FC1(CCN(CC1)C1=NC(=CC(=N1)C=1C(=C(C(=O)N)C=CC1I)N1CCC2(CC2)CC1)C)F